2-amino-N-(cyclopropylmethyl)-3-(hydroxymethyl)-N-(6-(trifluoromethyl)-2,3-dihydrobenzofuran-3-yl)quinoline-6-carboxamide NC1=NC2=CC=C(C=C2C=C1CO)C(=O)N(C1COC2=C1C=CC(=C2)C(F)(F)F)CC2CC2